tert-butyl (3aR,5s,6aS)-5-((6-chloro-4-cyanopyridazin-3-yl)amino)hexahydrocyclopenta[c]pyrrole-2(1H)-carboxylate ClC1=CC(=C(N=N1)NC1C[C@@H]2[C@@H](CN(C2)C(=O)OC(C)(C)C)C1)C#N